2-(4-morphinanyl)pyrimidine-5-boronic acid pinacol ester C1=CC=C(C=2[C@@]34CCCC[C@H]3[C@@H](CC12)NCC4)C4=NC=C(C=N4)B4OC(C)(C)C(C)(C)O4